BrC1=CC(=C(C=C1)CN1C(=NC(=C1)C(=O)OC)C)F methyl 1-[(4-bromo-2-fluorophenyl) methyl]-2-methylimidazole-4-carboxylate